[Cl-].C(=C)C1(SCCC1)CC1=CC=CC=C1 vinyl-benzyl-thiolane chloride